tert-Butyl 3-(2,4-difluorobenzoyl)-4-hydroxypiperidine-1-carboxylate FC1=C(C(=O)C2CN(CCC2O)C(=O)OC(C)(C)C)C=CC(=C1)F